COC(C(=C)COC(CN1N=CC(=C1)C#N)(COC1=CC(=C(C=C1)C#N)C(F)(F)F)C)=O.C(C1=CC=CC=C1)S(=O)(=O)C1=C(C=CC=C1)C(OC)OC 1-(benzylsulfonyl)-2-(dimethoxymethyl)benzene Methyl-2-(((1-(4-cyano-1H-pyrazol-1-yl)-3-(4-cyano-3-(trifluoromethyl)phenoxy)-2-methylpropan-2-yl)oxY)methyl)acrylate